C(CCCCC)C(CCS(=O)(=O)O)CCCCCCCC.BrCC(CCCCCC)CCCCCCCC 7-(bromomethyl)pentadecane 2-Hexyldecyl-methanesulfonate